FC1=C(C=C2C(=CNC(C2=C1)=O)C)B(O)O (7-fluoro-4-methyl-1-oxo-1,2-dihydroisoquinolin-6-yl)boronic acid